N-(6-((1H-Pyrazol-1-yl)methyl)-4-methoxybenzo[d]isoxazol-3-yl)-3-(4-((4-(2-(2,6-dioxopiperidin-3-yl)-1,3-dioxoisoindolin-5-yl)morpholin-2-yl)methyl)piperazin-1-yl)benzene-sulfonamide N1(N=CC=C1)CC1=CC2=C(C(=NO2)NS(=O)(=O)C2=CC(=CC=C2)N2CCN(CC2)CC2CN(CCO2)C=2C=C3C(N(C(C3=CC2)=O)C2C(NC(CC2)=O)=O)=O)C(=C1)OC